C1(=CC=CC=C1)C1(CCCC1)C(=O)Cl 1-phenylcyclopentane-1-carbonyl chloride